6-chloro-7-cyclopropyl-1H-indole ClC1=CC=C2C=CNC2=C1C1CC1